BrC1=CC(=C(O[C@H](C(=O)OCC)C)C=C1F)C1=NOCC1OCC ethyl (2S)-2-[4-bromo-5-fluoro-2-(4-ethoxy-4,5-dihydroisoxazol-3-yl)phenoxy]propanoate